hydroxycarbonyl ether OC(=O)OC(=O)O